ClC1([C@H]([C@@H]1C1=CC=C(C=C1)OC)C1=CC=C(C=C1)S(F)(F)(F)(F)F)Cl trans-(4-(2,2-dichloro-3-(4-methoxyphenyl)cyclopropyl)phenyl)pentafluoro-lambda6-Sulfane